(4R)-2-(but-2-enyl)-4-(methylamino)pyrrolidine-1,2-dicarboxylic acid dibenzyl ester TFA salt OC(=O)C(F)(F)F.C(C1=CC=CC=C1)OC(=O)N1C(C[C@H](C1)NC)(C(=O)OCC1=CC=CC=C1)CC=CC